ClC1=CC=C2C(=C(NC2=C1C=1C(=NN(C1C)C)C)C(=O)OCC)CCCOC1=CC=CC2=CC=CC=C12 ethyl 6-chloro-3-(3-(naphthalen-1-yloxy)propyl)-7-(1,3,5-trimethyl-1H-pyrazol-4-yl)-1H-indole-2-carboxylate